(R) or (S)-2-(2-hydroxypropan-2-yl)-N'-((3,5,6,7-tetrahydro-2H-indeno[5,6-b]furan-8-yl)carbamoyl)thiazole-5-sulfonimidamide OC(C)(C)C=1SC(=CN1)[S@@](=O)(N)=NC(NC1=C2CCCC2=CC2=C1OCC2)=O |o1:9|